(R)-2-(4-fluoro-2-methylphenoxy)-N-(3-(S-methylsulfonyl)phenyl)-5-(trifluoromethyl)nicotinamide FC1=CC(=C(OC2=C(C(=O)NC3=CC(=CC=C3)S(=O)(=O)C)C=C(C=N2)C(F)(F)F)C=C1)C